N[C@]1(CN(CC1)C(=O)OC(C)(C)C)C1=C(C(=C(C=C1)C)Cl)Cl tert-butyl (S)-3-amino-3-(2,3-dichloro-4-tolyl)-1-pyrrolidinecarboxylate